ClC=1C=C(C=CC1C)[C@@H]1O[C@@H]([C@H]([C@@H]([C@H]1O)O)O)C (2S,3R,4S,5S,6R)-2-(3-chloro-4-methylphenyl)-6-methyltetrahydro-2H-pyran-3,4,5-triol